FC1=C(OC2=CC=C(C=N2)C=2C=C3C=NC=NC3=C(C2)C=2C=C(C=CC2)NC(C=C)=O)C=CC=C1 N-(3-(6-(6-(2-fluorophenoxy)pyridin-3-yl)quinazolin-8-yl)phenyl)acrylamide